4-cyano-N-(4,4-dimethylcyclohexyl)-1H-pyrrolo[2,3-b]pyridine-2-carboxamide C(#N)C1=C2C(=NC=C1)NC(=C2)C(=O)NC2CCC(CC2)(C)C